2-(4-((1-methylpiperidin-4-yl)methoxy)phenyl)ethanamine CN1CCC(CC1)COC1=CC=C(C=C1)CCN